N[C@@H]1C2=CC=CC=C2CC12CCN(CC2)C=2C(=NC(=C(N2)C)SC2=C(C(=NC=C2)N)Cl)C2(CC2)O (S)-1-(3-(1-amino-1,3-dihydrospiro[indene-2,4'-piperidine]-1'-yl)-6-((2-amino-3-chloropyridin-4-yl)thio)-5-methylpyrazin-2-yl)cyclopropane-1-ol